3-(4-bromophenyl)-3-(4-fluorophenyl)prop-2-en-1-ol BrC1=CC=C(C=C1)C(=CCO)C1=CC=C(C=C1)F